ClC1=CC=C(C=C1)C1N=C(NC1)SCC1=CSC=2N1CC1=C(CN2)C=CC=C1 3-(((4-(4-chlorophenyl)-4,5-dihydro-1H-imidazol-2-yl)thio)methyl)-5,10-dihydrobenzo[e]thiazolo[3,2-a][1,3]diazepine